[[3-(piperidine-3-carboxamido)phenyl]amino]nicotinamide N1CC(CCC1)C(=O)NC=1C=C(C=CC1)NC1=C(C(=O)N)C=CC=N1